N-methyl-N-(2-methyl-1-((3-(trifluoromethyl)phenyl)amino)-2,3-dihydro-1H-indene-5-yl)acrylamide CN(C(C=C)=O)C=1C=C2CC(C(C2=CC1)NC1=CC(=CC=C1)C(F)(F)F)C